C12CCC(CC1)N2CC2=C(CNC1=C(C(=C(C=C1)S(=O)(=O)N(C(OC(C)(C)C)=O)C1=NOC=C1)F)Br)C(=CC=C2)F tert-butyl ((4-((2-((7-azabicyclo[2.2.1]heptan-7-yl)methyl)-6-fluorobenzyl)amino)-3-bromo-2-fluorophenyl)sulfonyl)(isoxazol-3-yl)carbamate